tert-butyl (S)-5-amino-4-(5-(6-amino-3,5-dicyanopyridin-2-yl)-1-oxoisoindolin-2-yl)-5-oxopentanoate NC([C@H](CCC(=O)OC(C)(C)C)N1C(C2=CC=C(C=C2C1)C1=NC(=C(C=C1C#N)C#N)N)=O)=O